1-(triphenyl-λ5-phosphanylidene)propan-2-one C1(=CC=CC=C1)P(=CC(C)=O)(C1=CC=CC=C1)C1=CC=CC=C1